(2R)-N-[5-[[(3R)-1-(5-Chloropyridazin-3-yl)pyrrolidin-3-yl]amino]-1,3,4-thiadiazol-2-yl]-2-methoxy-2-(4-methoxyphenyl)acetamide ClC=1C=C(N=NC1)N1C[C@@H](CC1)NC1=NN=C(S1)NC([C@@H](C1=CC=C(C=C1)OC)OC)=O